(S)-1-(6-bromo-3-methyl-5-oxo-5H-thiazolo[3,2-a]pyrimidin-7-yl)ethanaminium (S)-2-hydroxy-2-phenylacetate O[C@H](C(=O)[O-])C1=CC=CC=C1.BrC1=C(N=C2N(C1=O)C(=CS2)C)[C@H](C)[NH3+]